C1(=C(C(=C(C(=C1N)N)N)N)CN)C(N)(N)N xyleneoctamine